NCCCC(C(C)C)N1CC2(C1)CN(CC2)C=2N=CN=NC2OC2=C(C(=O)N(C(C)C)C(C)C)C=C(C=C2)F 2-((5-(2-(6-Amino-2-methylhex-3-yl)-2,6-diazaspiro[3.4]oct-6-yl)-1,2,4-triazin-6-yl)oxy)-5-fluoro-N,N-diisopropylbenzamide